(S)-1-(2,2-difluoro-7,9-dihydro-6H-[1,3]dioxolo[4,5-H]isochromen-9-yl)-N-methyl-methylamine FC1(OC2=C(C=CC=3CCO[C@@H](C23)CNC)O1)F